(2-((2-((4-(2-amino-7-azaspiro[3.5]nonan-7-yl)-3-methylphenyl)amino)-5-chloropyrimidin-4-yl)amino)phenyl)dimethylphosphine oxide NC1CC2(C1)CCN(CC2)C2=C(C=C(C=C2)NC2=NC=C(C(=N2)NC2=C(C=CC=C2)P(C)(C)=O)Cl)C